N=C1OC2=C(C=CC=C2C=C1N)OC 2-imino-8-methoxy-2H-chromen-3-amine